4-[3-(benzyloxy)-6-{5-[(3-bromopropyloxy)carbonyl]-2,3-dimethoxyphenoxy}hexyl]-1,4-diazacycloheptane-1-carboxylic acid tert-butyl ester C(C)(C)(C)OC(=O)N1CCN(CCC1)CCC(CCCOC1=C(C(=CC(=C1)C(=O)OCCCBr)OC)OC)OCC1=CC=CC=C1